BrC=1C=C2C=C(C(=NC2=CC1)N)O[C@@H](C)C1=NC=CC=C1N1N=CC=C1 6-bromo-3-{(1S)-1-[3-(1H-pyrazol-1-yl)pyridin-2-yl]ethoxy}quinolin-2-amine